CN1N=C(C2=CC=CC(=C12)[C@H]1CNCCC1)C1C(NC(CC1)=O)=O 3-(1-methyl-7-((S)-piperidin-3-yl)-1H-indazol-3-yl)piperidine-2,6-dione